FC=1C(C(=C(C2=C(C(C(=C(C12)F)F)=C(C#N)C#N)F)F)F)=C(C#N)C#N 2,2'-(Perfluoronaphthalene-2,6-diylidene)dimalononitrile